(R)-2-(azetidin-1-yl)-2-phenyl-cyclohexan-1-one N1(CCC1)[C@@]1(C(CCCC1)=O)C1=CC=CC=C1